C1C(CC12CCCCC2)C(=O)OC[C@]2(O[C@H](C[C@@H]2OC(=O)OCC=2OC(OC2C)=O)N2C1=NC(=NC(=C1N=C2)N)F)C#C ((2R,3S,5R)-5-(6-amino-2-fluoro-9H-purin-9-yl)-2-ethynyl-3-((((5-methyl-2-oxo-1,3-dioxol-4-yl)methoxy)carbonyl)oxy) tetrahydrofuran-2-yl)methyl spiro[3.5]nonane-2-carboxylate